C(C)(=O)OCC(=O)NC1=CC=C(C=C1)C1=CC=C2C(=N1)SC(=N2)NC(=O)OC(C)(C)C 2-((4-(2-((tert-butoxycarbonyl) amino) thiazolo[5,4-b]pyridin-5-yl) phenyl) amino)-2-oxoethyl acetate